C1(CC1)C=1N=NN(C1)[C@H](C(=O)N1[C@@H](C[C@H](C1)O)C(=O)NCC=1N=NN(C1C(F)F)C)C(C)(C)C (2S,4R)-1-[(2S)-2-(4-cyclopropyltriazol-1-yl)-3,3-dimethyl-butanoyl]-N-[[5-(difluoromethyl)-1-methyl-triazol-4-yl]methyl]-4-hydroxy-pyrrolidine-2-carboxamide